ClC=1C=C(C=C(C1)NS(=O)(=O)C)NC(=O)C=1SC(=C(C1)C1=NC=C(C=C1OCC1=CC(=CC(=C1)C(F)(F)F)F)N1CC(C1)(F)F)CO N-(3-chloro-5-(methylsulfonamido)phenyl)-4-(5-(3,3-difluoroazetidin-1-yl)-3-((3-fluoro-5-(trifluoromethyl)benzyl)oxy)pyridin-2-yl)-5-(hydroxymethyl)thiophene-2-carboxamide